CN([C@H](C(=O)OC)CC=1C(NC2=CC=C(C=C2C1)C)=O)CC1=CC(=C(C(=C1)OC)OC)OC Methyl (S)-2-(methyl(3,4,5-trimethoxybenzyl)amino)-3-(6-methyl-2-oxo-1,2-dihydroquinolin-3-yl)propanoate